NC1=NN2C(C=C(C=C2)C=2C=C(C(=NC2C)C)C(=O)NCC2=C(C=CC=C2)OC(C)C2CCCC2)=N1 5-{2-amino-[1,2,4]triazolo[1,5-a]pyridin-7-yl}-N-{[2-(1-cyclopentylethoxy)phenyl]methyl}-2,6-dimethylpyridine-3-carboxamide